FC1=CC=CC2=C1N=C(O2)[C@H]2N(CCC1=C2N=CN1)C(=O)C=1C=NN2C1C=CC(=C2)C2=NC=CC=C2 (S)-(4-(4-fluorobenzo[d]oxazol-2-yl)-6,7-dihydro-1H-imidazo[4,5-c]pyridin-5(4H)-yl)(6-(pyridin-2-yl)pyrazolo[1,5-a]pyridin-3-yl)methanone